5-[5-(2,6-dimethyl-4-pyridyl)-6-isopropyl-4H-thieno[3,2-b]pyrrol-2-yl]-3-piperazin-1-yl-1,2,4-oxadiazole CC1=NC(=CC(=C1)C1=C(C2=C(N1)C=C(S2)C2=NC(=NO2)N2CCNCC2)C(C)C)C